nickelic oxide [Ni+]=O